11'-((2,5-bis(1H-benzo[d][1,2,3]triazol-1-yl)-3,6-dioxocyclohexa-1,4-diene-1,4-diyl)bis(azanediyl))diundecanoic acid N1(N=NC2=C1C=CC=C2)C2=C(C(C(=C(C2=O)NCCCCCCCCCCC(=O)O)N2N=NC1=C2C=CC=C1)=O)NCCCCCCCCCCC(=O)O